[Si](C1=CC=CC=C1)(C1=CC=CC=C1)(C(C)(C)C)O[C@H]1[C@H]([C@@H](O[C@@H]1CO)N1C2=NC=NC(=C2N=C1)NC(C1=CC=CC=C1)=O)F N-{9-[(2R,3R,4R,5R)-4-[(tert-butyldiphenylsilyl)oxy]-3-fluoro-5-(hydroxymethyl)oxolan-2-yl]-9H-purin-6-yl}benzamide